n-butylvinylether C[N+](C)(C)C1=CC=CC=C1.[Br-].[Br-].[Br-]